FC(OC1=C(C=C2C(=CN(C(C2=C1)=O)C1=C2C=CN(C2=CC(=C1)F)C)C(=O)N1CCCCC1)OC)F 7-(Difluoromethoxy)-2-(6-fluoro-1-methyl-1H-indol-4-yl)-6-methoxy-4-(piperidine-1-carbonyl)isoquinolin-1(2H)-one